C[C@@H]1C=2C=3C=C(N=NC3NC2CCN1C=1SC(=CN1)C1CCNCC1)C1=C(C=CC=C1)O 2-[(3R)-3-methyl-4-[5-(4-piperidyl)thiazol-2-yl]-4,8,10,11-tetrazatricyclo[7.4.0.02,7]trideca-1(9),2(7),10,12-tetraen-12-yl]phenol